4,4'-(1,4-phenylenedi(acetylene-2,1-diyl))dibenzoic acid C1(=CC=C(C=C1)C#CC1=CC=C(C(=O)O)C=C1)C#CC1=CC=C(C(=O)O)C=C1